benzyl ((3S,4R)-3-methoxypiperidin-4-yl)carbamate hydrochloride Cl.CO[C@H]1CNCC[C@H]1NC(OCC1=CC=CC=C1)=O